3-(1H-imidazol-1-yl)propyl (1-hydroxypentadecan-3-yl) carbonate C(OCCCN1C=NC=C1)(OC(CCO)CCCCCCCCCCCC)=O